6-(3-(4-(tert-Butyl)piperazin-1-yl)phenyl)-4-(3-chloro-4-(3-methyl-2-oxo-2,3-dihydro-1H-imidazol-1-yl)phenyl)-5-hydroxypyridin-2(1H)-one C(C)(C)(C)N1CCN(CC1)C=1C=C(C=CC1)C1=C(C(=CC(N1)=O)C1=CC(=C(C=C1)N1C(N(C=C1)C)=O)Cl)O